hentriacontyl tetracos-15-enoate C(CCCCCCCCCCCCCC=CCCCCCCCC)(=O)OCCCCCCCCCCCCCCCCCCCCCCCCCCCCCCC